ClC=1C=C(C=CC1F)NC(=O)C1=C(N=CN1C)C1CC2CC(CC2C1)CC(=O)OCC Ethyl 2-(5-(5-((3-chloro-4-fluorophenyl)carbamoyl)-1-methyl-1H-imidazol-4-yl)octahydropentalen-2-yl)acetate